azetidin-1-yl-(5-bromo-3-(difluoromethyl)pyridin-2-yl)methanone N1(CCC1)C(=O)C1=NC=C(C=C1C(F)F)Br